3-(2-undecanoyloxyethyl)thiophene C(CCCCCCCCCC)(=O)OCCC1=CSC=C1